FC1=CC=C(C=N1)C1CCN(C(O1)=O)C1=CC(=NN1COCC[Si](C)(C)C)C1=CC=NC=C1 6-(6-fluoropyridin-3-yl)-3-(3-(pyridin-4-yl)-1-((2-(trimethylsilyl)ethoxy)methyl)-1H-pyrazol-5-yl)-1,3-oxazinan-2-one